2,2-Dimethyl-1-(2,4-dimethyl-3-cyclohexen-1-yl)-1-propanon CC(C(=O)C1C(C=C(CC1)C)C)(C)C